BrC1=CC(=NC=C1)OCC 4-Bromo-2-ethoxy-pyridine